C(=O)O.C(C)C1C(C1)(C)C ethyl-2,2-dimethylcyclopropane formate